bis-(4-t-butylphenyl)-iodonium triflate [O-]S(=O)(=O)C(F)(F)F.C(C)(C)(C)C1=CC=C(C=C1)[I+]C1=CC=C(C=C1)C(C)(C)C